2-(1-(6-(2,4-dioxo-1,2,3,4-tetrahydropyrimidin-5-yl)imidazo[1,2-b]pyridazin-8-yl)-4,4-difluoropyrrolidin-3-yl)-N-(3-fluorobicyclo[1.1.1]pentan-1-yl)acetamide O=C1NC=C(C(N1)=O)C=1C=C(C=2N(N1)C=CN2)N2CC(C(C2)(F)F)CC(=O)NC21CC(C2)(C1)F